C(CCCCCCCCCCCCCCCCCCCCC)(=O)N[C@@H](CCC(=O)O)C(=O)O behenoyl-glutamic acid